2-(trifluoromethyl)propanamide FC(C(C(=O)N)C)(F)F